3-amino-N-[(3R)-7-[(3S,4R)-3-amino-4-ethoxypyrrolidin-1-yl]-3,4-dihydro-2H-1-benzopyran-3-yl]-6-methylthieno[2,3-b]pyridine-2-carboxamide NC1=C(SC2=NC(=CC=C21)C)C(=O)N[C@H]2COC1=C(C2)C=CC(=C1)N1C[C@@H]([C@@H](C1)OCC)N